5-{4-[4-(2-Aminoethyl)piperidin-1-yl]-1H-indazol-6-yl}-1,3,4-oxadiazol-2(3H)-one NCCC1CCN(CC1)C1=C2C=NNC2=CC(=C1)C1=NNC(O1)=O